C(CCCCCCC\C=C/C\C=C/CCCCC)CC(=O)N linoleylethanamide